Cl.COC(=O)C=1C=C(C2=C(N(C(=N2)C)C/C(=C/CN)/F)C1)C1=CC(=CC=C1)S(N(C)C)(=O)=O (Z)-1-(4-amino-2-fluoro-but-2-en-1-yl)-4-(3-(N,N-dimethylsulfamoyl)phenyl)-2-methyl-1H-benzo[d]imidazole-6-carboxylic acid methyl ester hydrochloride